6-[2-(dimethylamino)ethoxy]-N-(6-methylpyridazin-3-yl)-3-(2-trimethylsilylethoxymethyl)benzimidazol-5-amine CN(CCOC=1C(=CC2=C(N=CN2COCC[Si](C)(C)C)C1)NC=1N=NC(=CC1)C)C